C(C)(=O)C=1C=C(C=C2C(N(C(=NC12)[C@@H]1OCCC1)C1CC1)=O)F 8-acetyl-3-cyclopropyl-6-fluoro-2-[(2R)-tetrahydrofuran-2-yl]quinazolin-4-one